1-(6-bromo-8-methoxy-3,4-dihydroisoquinolin-2(1H)-yl)-2-methylpropan-2-ol BrC=1C=C2CCN(CC2=C(C1)OC)CC(C)(O)C